(isopropylamino)-3-(naphthalen-1-yloxy)propan-2-ol C(C)(C)NCC(COC1=CC=CC2=CC=CC=C12)O